2-(2-iodo-4-octyloxy-phenoxy)tetrahydropyran IC1=C(OC2OCCCC2)C=CC(=C1)OCCCCCCCC